4-({5-fluoro-4-[methyl-(3-methyl-1H-indazol-6-yl)amino]-2-pyrimidinyl}amino)benzenesulfonamide FC=1C(=NC(=NC1)NC1=CC=C(C=C1)S(=O)(=O)N)N(C1=CC=C2C(=NNC2=C1)C)C